cetyl-triethyl-benzyl-ammonium chloride [Cl-].C(CCCCCCCCCCCCCCC)C(C1=CC=CC=C1)[N+](CC)(CC)CC